O=C1N(C(C=C1)=O)CCCCCC(=O)N[C@H](C(=O)N[C@H](C(=O)NC=1C=CC=C(C(=O)O)C1)C)C(C)C 5-((S)-2-((S)-2-(6-(2,5-dioxo-2,5-dihydro-1H-pyrrol-1-yl)hexanamido)-3-methylbutanamido)propanamido)benzoic acid